Cl.O1CNCC2=C1C(=CC=C2)C2=CC(=C(C(=O)OC)C=C2F)N2CCOCC2 methyl 4-(3,4-dihydro-2H-1,3-benzoxazin-8-yl)-5-fluoro-2-morpholin-4-ylbenzoate hydrochloride